5-methyl-6-[3-(1-methylpyrazol-4-yl)-7,8-dihydro-5H-1,6-naphthyridin-6-yl]-N-(thiazol-2-ylmethyl)pyridine-3-carboxamide CC=1C=C(C=NC1N1CC=2C=C(C=NC2CC1)C=1C=NN(C1)C)C(=O)NCC=1SC=CN1